C(C)S(=O)(=O)C=1C(=NC(=CC1)C1=CC=CC=C1)C1=NC=2N(C=C1)N=C(C2)C(F)(F)F 5-(3-(ethylsulfonyl)-6-phenylpyridin-2-yl)-2-(trifluoromethyl)pyrazolo[1,5-a]pyrimidine